FC(OC1=C(C=C(C=C1)SC(F)F)C1=NN(C=C1NC(=O)C=1C=NN2C1N=CC=C2)C)F N-(3-(2-(difluoromethoxy)-5-((difluoromethyl)thio)phenyl)-1-methyl-1H-pyrazol-4-yl)pyrazolo[1,5-a]pyrimidine-3-carboxamide